C(#N)C1=CC=C(C=C1)N1C(N([C@H](C1)C#N)C1=CN=CC2=CC=CC=C12)=O (R)-1-(4-cyanophenyl)-3-(isoquinolin-4-yl)-2-oxoimidazoline-4-carbonitrile